ClC=1C=C(C=CC1)[C@@H]1[C@H](C1)C(=O)NC1=NC=CC(=C1)NCC=1N=C2N(N=C(C=C2N2CCN(CC2)C)C2CC2)C1 (1S,2S)-2-(3-chlorophenyl)-N-(4-(((6-cyclopropyl-8-(4-methylpiperazin-1-yl)imidazo[1,2-b]pyridazin-2-yl)methyl)amino)pyridin-2-yl)cyclopropane-1-carboxamide